4-[(3S)-3-amino-3-methylpyrrolidin-1-yl]-5-(4-methyl-1H-1,3-benzodiazol-2-yl)-N-phenylpyridine-3-carboxamide N[C@@]1(CN(CC1)C1=C(C=NC=C1C1=NC2=C(N1)C=CC=C2C)C(=O)NC2=CC=CC=C2)C